5-bromo-2-(4-cyano-2-methoxy-phenoxy)-N-(3-methylsulfanylphenyl)pyridine-3-carboxamide BrC=1C=C(C(=NC1)OC1=C(C=C(C=C1)C#N)OC)C(=O)NC1=CC(=CC=C1)SC